tert-butyl (1-((4-((3-chloro-2-fluoro-4-((1-methyl-1H-benzo[d]imidazol-5-yl)oxy)phenyl)amino)pyrimidin-5-yl)ethynyl)cyclopropyl)carbamate ClC=1C(=C(C=CC1OC1=CC2=C(N(C=N2)C)C=C1)NC1=NC=NC=C1C#CC1(CC1)NC(OC(C)(C)C)=O)F